2-(3-benzyl-2-imino-2,3-dihydro-1H-benzo[d]imidazol-1-yl)-1-(3,4-dichlorophenyl)ethanone C(C1=CC=CC=C1)N1C(N(C2=C1C=CC=C2)CC(=O)C2=CC(=C(C=C2)Cl)Cl)=N